COC(C(C)C1=CC=C(C=C1)C1=NN(C(=C1C#N)N)C1(CC1)C)=O.NC1=C(C(=NN1C1(CC1)C)C1=CC=C(C=C1)C(C(=O)O)C)C#N 2-[4-[5-Amino-4-cyano-1-(1-methylcyclopropyl)pyrazol-3-yl]phenyl]propanoic acid Methyl-2-[4-[5-amino-4-cyano-1-(1-methylcyclopropyl)pyrazol-3-yl]phenyl]propanoate